CC1NCC2=CC=C3C(=C2C1)C=NN3 8-methyl-6,7,8,9-tetrahydro-3H-pyrazolo[4,3-f]isoquinoline